OCOC(C(C=CCCCCCC)=O)C1=CC=CC=C1 hydroxymethoxyphenyl-decenone